6-chloro-3-ethyl-7-fluoro-2-(1-(4-methyl-1,4-diazepan-1-yl)butyl)quinazolin-4(3H)-one ClC=1C=C2C(N(C(=NC2=CC1F)C(CCC)N1CCN(CCC1)C)CC)=O